(1,4-phenylene)bis(maleimide) C1(=CC=C(C=C1)C=1C(=O)NC(C1)=O)C=1C(=O)NC(C1)=O